ClC=1C(=C(C=CC1)CCO)F 2-(3-chloro-2-fluorophenyl)ethanol